3-acetyl-1-(1-(6-chloro-4-methylpyridin-3-yl)ethyl)-1H-pyrazole-4-carboxylic acid ethyl ester C(C)OC(=O)C=1C(=NN(C1)C(C)C=1C=NC(=CC1C)Cl)C(C)=O